4-(6-((3aR,6aS)-5-((6-methoxypyridin-3-yl)methyl)hexahydropyrrolo[3,4-c]pyrrol-2(1H)-yl)pyridin-3-yl)-6-(1-methyl-1H-pyrazol-3-yl)pyrazolo[1,5-a]pyridine-3-carbonitrile COC1=CC=C(C=N1)CN1C[C@@H]2[C@H](C1)CN(C2)C2=CC=C(C=N2)C=2C=1N(C=C(C2)C2=NN(C=C2)C)N=CC1C#N